C(C1=CC=CC=C1)N1S(N(C[C@H]1C(=O)OC)C([2H])([2H])[2H])(=O)=O methyl (3S)-2-benzyl-1,1-dioxo-5-(trideuteriomethyl)-1,2,5-thiadiazolidine-3-carboxylate